methyl (3R,4S)-4-(2-chlorophenyl)-6,6-dimethyltetrahydro-2H-pyran-3-carboxylate ClC1=C(C=CC=C1)[C@@H]1[C@H](COC(C1)(C)C)C(=O)OC